tert-butyl (1R,5S,7s)-7-(4-(3-amino-6-chloropyridazin-4-yl)-1H-pyrazol-1-yl)-3-oxa-9-azabicyclo[3.3.1]nonane-9-carboxylate NC=1N=NC(=CC1C=1C=NN(C1)C1C[C@H]2COC[C@@H](C1)N2C(=O)OC(C)(C)C)Cl